CN(N(C)C)C(=O)OC1CC(C1)C(=O)OC methyl (1s,3s)-3-[(N,N',N'-trimethylhydrazinecarbonyl)oxy]cyclobutane-1-carboxylate